(R)-(1-methyl-1H-indazol-3-yl)(3-(4-(5-(tetrahydrofuran-3-yl)-1,2,4-oxadiazol-3-yl)phenoxy)pyrrolidin-1-yl)methanone CN1N=C(C2=CC=CC=C12)C(=O)N1C[C@@H](CC1)OC1=CC=C(C=C1)C1=NOC(=N1)C1COCC1